benzyl (1S,4S,5R)-[[1-(2-chloro-6-fluorophenyl)-4-cyclopropyl-1H-pyrazol-5-yl]methoxy]-2-azabicyclo[2.2.1]heptane-2-carboxylate ClC1=C(C(=CC=C1)F)N1N=CC(=C1CO[C@@]12N(C[C@@H](CC1)C2)C(=O)OCC2=CC=CC=C2)C2CC2